(3s,6s)-6-dimethylamino-4,4-diphenylhept-3-ylacetate CN([C@H](CC([C@@H](CC)CC(=O)[O-])(C1=CC=CC=C1)C1=CC=CC=C1)C)C